OC=1C=C2C(C=C(OC2=CC1)C1=CC=C(C=C1)OC1=CC=C(C=C1)OC)=O 6-hydroxy-2-(4-(4-methoxyphenoxy)phenyl)-4H-chromen-4-one